N1N=CC2=CC=C(C=C12)C1=CC=C(CN2C=CC3=CC(=CC=C23)N2N=C(C=C2C)C(=O)N)C=C1 1-(1-(4-(1H-indazol-6-yl)benzyl)-1H-indol-5-yl)-5-methyl-1H-pyrazole-3-carboxamide